NC(C#N)C=1C=NN2C1C(=CC=C2)OC 2-amino-2-(4-methoxypyrazolo[1,5-a]pyridin-3-yl)acetonitrile